(4-bromo-3-fluorophenyl)-N-methylacetamide BrC1=C(C=C(C=C1)CC(=O)NC)F